C(=O)O.CNC=1N=C(C(=NC1C=1C2=C(C=NC1)N(C=N2)C)C(=O)N)NC2=CC(=NC=C2)C 5-(Methylamino)-6-(3-methylimidazo[4,5-c]pyridin-7-yl)-3-[(2-methyl-4-pyridyl)amino]pyrazine-2-carboxamide formate salt